8-(1-methyl-1H-pyrazol-4-yl)-3H-pyrrolo[2,3-c]isoquinoline-1-carboxylic acid CN1N=CC(=C1)C1=CC=2C3=C(N=CC2C=C1)NC=C3C(=O)O